NC=1C=C(C#N)C=C(N1)Br 2-amino-6-bromoisonicotinonitrile